C1N(CC12CCC2)C2=CC=1C=C3N(CCN(C3)C(CCOCC3NCC3)=O)C1N=C2 2-((3-(3-(2-azaspiro[3.3]heptan-2-yl)-8,9-dihydropyrido[3',2':4,5]pyrrolo[1,2-a]pyrazin-7(6H)-yl)-3-oxopropoxy)methyl)azetidin